C(CCC)C=1C=C(C=CC1)CC#N (3-butylphenyl)acetonitrile